C1(C[C@@H](C)O1)=O (R)-β-butyrolactone